5-bromo-3,3-dimethyl-2,3-dihydro-1λ4-benzothien-1-one BrC=1C=CC2=C(C(CS2=O)(C)C)C1